P(=O)(O)(O)[O-].[NH4+] monoammonium dihydrogen orthophosphate